2-(2-fluorophenyl)-5,6,7,8-tetrahydro-10H-oxazolo[5,4-D]pyrido[1,2-a]pyrimidin-10-one FC1=C(C=CC=C1)C=1OC=2N=C3N(C(C2N1)=O)CCCC3